hexyl-5-tritanethiol C(CCCCC)C(C1=CC=CC(=C1)S)(C1=CC=CC=C1)C1=CC=CC=C1